SC1=CC=CC2=CC3=CC4=CC=CC=C4C=C3C=C12 mercaptotetracene